C(C=C)(=O)C(C)(O[Si](OCC)(C)C)CCC acryloylpropylmethylmethyldiethoxysilane